1-(phenylsulfonyl)-1H-pyrrolo[2,3-b]pyridine-2-carboxylic acid C1(=CC=CC=C1)S(=O)(=O)N1C(=CC=2C1=NC=CC2)C(=O)O